4-chloro-3-((methylsulfonyl)methyl)aniline ClC1=C(C=C(N)C=C1)CS(=O)(=O)C